C(C)[C@]1(C(OCC=2C(N3CC=4C(=NC=5C=C(C(=CC5C4\C=C\CO)C)F)C3=CC21)=O)=O)O (S,E)-4-ethyl-8-fluoro-4-hydroxy-11-(3-hydroxy-1-propen-1-yl)-9-methyl-1,12-dihydro-14H-pyrano[3',4':6,7]indolizino[1,2-b]quinoline-3,14(4H)-dione